FC=1C=C(C=C(C1)F)C(C)OC=1C=C2C(=NNC2=CC1)C1=NC2=C(N1)CN(C2)C2CCN(CC2)C 5-(1-(3,5-difluorophenyl)ethoxy)-3-(5-(1-methylpiperidin-4-yl)-1,4,5,6-tetrahydropyrrolo[3,4-d]imidazol-2-yl)-1H-indazole